ClC=1C=C(C=C(C1OC=1C2=C(N=CN1)NC=C2)Cl)N2N=C(C(NC2=O)=O)C#N 2-(3,5-Dichloro-4-((7H-pyrrolo[2,3-d]pyrimidin-4-yl)oxy)-phenyl)-3,5-dioxo-2,3,4,5-tetrahydro-[1,2,4]triazine-6-carbonitrile